tert-butyl ((1r,4r)-4-(methylamino)cyclohexyl)carbamate CC(C)(C)OC(=O)NC1CCC(CC1)NC